Cl.COC1=C2CCC(CC2=CC=C1)NCCC 5-methoxy-1,2,3,4-tetrahydro-N-propyl-2-naphthylamine hydrochloride